N1=CC(=CC=C1)O[C@@H]1CC[C@H](CC1)NC(C(CCCOC1=CC=C(C=C1)Cl)(C)C)=O trans-N-(4-(pyridin-3-yloxy)cyclohexyl)-5-(4-chlorophenoxy)-2,2-dimethyl-pentanamide